NC(=C(C(=O)OC)OC1=CC=C(C=C1)CC)C1=CC=CC=C1 methyl 3-amino-2-(4-ethylphenoxy)-3-phenylacrylate